C1(CC1)C(=O)N1CC(C2=CC=C(C=C12)N1C(N(C(C1=O)(C)C)CC1=CC(=NC=C1)N[C@@H]1COCC1)=O)(C)C (S)-3-(1-(cyclopropanecarbonyl)-3,3-dimethylindolin-6-yl)-5,5-dimethyl-1-((2-((tetrahydrofuran-3-yl)amino)pyridin-4-yl)methyl)imidazolidine-2,4-dione